F\C(=C/CN)\CN1C=NC2=C1C=C(C=C2C2=CC(=CC=C2)F)F (Z)-3-fluoro-4-(6-fluoro-4-(3-fluorophenyl)-1H-benzo[d]imidazol-1-yl)but-2-en-1-amine